(3S,4R)-4-(2-(5-cyclopropyl-4,7-difluoro-3,3-dimethyl-2-oxoindolin-1-yl)acetamido)-3-(trifluoromethyl)pentanoic acid C1(CC1)C=1C(=C2C(C(N(C2=C(C1)F)CC(=O)N[C@@H]([C@H](CC(=O)O)C(F)(F)F)C)=O)(C)C)F